C(C)[C@@H]1[C@H](C1)C=1C=C(N=NC1C)C=1C=NCNC1 5-[5-[(1S,2S)-2-Ethylcyclopropyl]-6-methyl-pyridazin-3-yl]-1H-pyrimidine